FC1=C(C(=O)NC2=NN(C=C2)CC2=C(C=C(C=C2)OCC2=CC=CC=C2)C(F)(F)F)C(=CC=C1)F 2,6-Difluoro-N-(1-{[4-[(phenylmethyl)oxy]-2-(trifluoromethyl)phenyl]methyl}-1H-pyrazol-3-yl)benzamide